2-[(E)-2-(3,4-difluorophenyl)vinyl]-4,4,5,5-tetramethyl-1,3,2-dioxaborolane FC=1C=C(C=CC1F)/C=C/B1OC(C(O1)(C)C)(C)C